(R)-(5-fluoro-2-(2-methoxy-7-methylquinoxalin-5-yl)-7,8-dihydrobenzofuro[5,4-d]thiazol-7-yl)methyl (3-cyano-5-fluorophenyl)carbamate C(#N)C=1C=C(C=C(C1)F)NC(OC[C@@H]1OC2=C(C1)C1=C(N=C(S1)C1=C3N=CC(=NC3=CC(=C1)C)OC)C=C2F)=O